(2S)-4-[[3-[[5-(cyanomethyl)-1,3,4-oxadiazol-2-yl]amino]-2,5-dimethyl-phenyl]methyl]-2-methyl-piperazine-1-carboxylic acid isopropyl ester C(C)(C)OC(=O)N1[C@H](CN(CC1)CC1=C(C(=CC(=C1)C)NC=1OC(=NN1)CC#N)C)C